3-(5-(6-(((1r,4r)-4-methoxycyclohexyl)methyl)pyridazin-3-yl)-1-oxoisoindolin-2-yl)piperidine-2,6-dione COC1CCC(CC1)CC1=CC=C(N=N1)C=1C=C2CN(C(C2=CC1)=O)C1C(NC(CC1)=O)=O